triethyldiphenyl-ammonium cobalt dithiophosphate P(=S)([S-])([O-])[O-].[Co+2].C(C)C1=C(C(=C(C=C1)[NH2+]C1=CC=CC=C1)CC)CC